(2S)-2-(1-(3-fluoro-5-methylphenyl)-4-(4-fluorophenyl)-1H-pyrazol-3-yl)-3-(2-(2-oxoindol-6-yl)ethyl)oxazolidin-4-one FC=1C=C(C=C(C1)C)N1N=C(C(=C1)C1=CC=C(C=C1)F)[C@@H]1OCC(N1CCC=1C=CC2=CC(N=C2C1)=O)=O